COC1=CC(=C(C=C1NC1=NC=C(C(=N1)C1=CN(C2=CC=CC=C12)C)C)NC(C=C)=O)N1CCN(CC1)C N-(4-Methoxy-5-{[5-methyl-4-(1-methylindol-3-yl)pyrimidin-2-yl]amino}-2-{4-methylpiperazin-1-yl}phenyl)prop-2-enamide